N-(4-((4-amino-2-butyl-7-isopropoxy-1H-imidazo[4,5-d]pyridazin-1-yl)methyl)benzyl)methanesulfonamide NC1=C2C(=C(N=N1)OC(C)C)N(C(=N2)CCCC)CC2=CC=C(CNS(=O)(=O)C)C=C2